COCCN1C(N(C=2C=NC=3C=CC(=CC3C21)C2=CC=C(C=C2)NC(=O)N2CCC(CC2)NC(OC(C)(C)C)=O)C)=O tert-Butyl (1-((4-(1-(2-methoxyethyl)-3-methyl-2-oxo-2,3-dihydro-1H-imidazo[4,5-c]quinolin-8-yl)phenyl)carbamoyl)piperidin-4-yl)carbamate